Potassium tert-pentylate CCC(C)(C)[O-].[K+]